di-sodium dodecyl benzenesulfonate C1(=CC=CC=C1)S(=O)(=O)OCCCCCCCCCCCC.[Na].[Na]